O[C@H](C(=O)O)CC1=CC=CC=C1.N[C@H]1[C@@H](CN(CC1)S(=O)(=O)C)O (3R,4R)-4-amino-1-(methanesulfonyl)piperidin-3-ol (2S)-2-hydroxy-3-phenylpropanoic Acid Salt